FC1=C(C=C(C(=C1)C)C1=CC(=NC(=C1)N1CCOCC1)C=1C=NN(C1)C)NC(=O)C1NCC=C1C(F)(F)F N-{2-fluoro-4-methyl-5-[2-(1-methylpyrazol-4-yl)-6-(morpholin-4-yl)pyridin-4-yl]phenyl}-3-(trifluoromethyl)-2,5-dihydropyrrole-carboxamide